methyl 4-vinylbicyclo[2.2.2]octane-1-carboxylate C(=C)C12CCC(CC1)(CC2)C(=O)OC